S(=O)(=O)(O)O.NC1=CC(=NC=[N+]1[O-])N diaminopyrimidine oxide sulfate